ClC1=CC2=C(CN(C=C2C2=CC(N(C=C2OC2=C(C=CC=C2C)C)C)=O)C)N1S(=O)(=O)C1=CC=C(C)C=C1 2-chloro-4-(5-(2,6-dimethylphenoxy)-1-methyl-2-oxo-1,2-dihydropyridin-4-yl)-6-methyl-1-tosyl-1,6-dihydro-7H-pyrrolo[2,3-c]pyridin